1-((1-methylcyclobutyl)methyl)-1H-pyrazol-4-amine CC1(CCC1)CN1N=CC(=C1)N